COC1=C(C=C(C=C1)C12CCC(CC1)(CC2)CC2(CCCCC2)C(=O)NC2=NC=CC(=C2)C=2C=NN(C2)C(C)(C)CC)C ((4-(4-methoxy-3-methylphenyl)bicyclo[2.2.2]octan-1-yl)methyl)-N-(4-(1-(tert-pentyl)-1H-pyrazol-4-yl)pyridin-2-yl)cyclohexanecarboxamide